NCC1=NNC(C2=C(C=C(C=C12)C=1C=NN(C1C1=C(C#N)C(=CC(=C1)C)OC1CC1)C)Cl)=O 2-(4-(4-(aminomethyl)-8-chloro-1-oxo-1,2-dihydrophthalazin-6-yl)-1-methyl-1H-pyrazol-5-yl)-6-cyclopropoxy-4-methylbenzonitrile